CC1(CC=NO1)C(=O)NS(=O)(=O)C 5-methyl-N-methylsulfonyl-4H-isoxazole-5-carboxamide